OC1(N(CCCC1)C(=O)O)C(=O)O hydroxypiperidine-1,2-dicarboxylic acid